FC1=C(C=C(C=C1C1=NNC2=CC(=CC=C12)N1CCN(CC1)S(=O)(=O)C)C(F)(F)F)O 2-fluoro-3-(6-(4-(methylsulfonyl)piperazin-1-yl)-1H-indazol-3-yl)-5-(trifluoromethyl)phenol